COC1=C(C(=CC=C1)OC)C1=CC(=NN1CC(C)C)C(=O)N[C@H](CC(=O)O)CC1=CC=CC=C1 (3S)-3-{[5-(2,6-dimethoxyphenyl)-1-(2-methylpropyl)-1H-pyrazol-3-yl]formamido}-4-phenylbutanoic acid